oleyl alcohol diphosphate P(O)(=O)(OP(=O)(O)O)OCCCCCCCC\C=C/CCCCCCCC